4-(1-cyanocyclobutyl)-N-(4-methyl-3-((3-(9-(tetrahydro-2H-pyran-2-yl)-9H-purin-6-yl)pyridin-2-yl)amino)phenyl)picolinamide C(#N)C1(CCC1)C1=CC(=NC=C1)C(=O)NC1=CC(=C(C=C1)C)NC1=NC=CC=C1C1=C2N=CN(C2=NC=N1)C1OCCCC1